2-(tert-butoxycarbonyl)-5-chloro-1,2,3,4-tetrahydroisoquinoline-6-carboxylic acid C(C)(C)(C)OC(=O)N1CC2=CC=C(C(=C2CC1)Cl)C(=O)O